tetrakis(isopropylmethyl-amino)zirconium (IV) C(C)(C)N(C)[Zr](N(C(C)C)C)(N(C(C)C)C)N(C(C)C)C